C1(NC(C=2C1=CC=1CNCC1C2)=O)=O 6,7-dihydropyrrolo[3,4-f]isoindole-1,3(2H,5H)-dione